5-chloro-1H-pyrrole-2-carboxylic acid ClC1=CC=C(N1)C(=O)O